NC1=CC=C(C(=N1)C1=CC(=C(C(=O)NC=2C(=NNC2Cl)C)C=C1F)O[C@H](C(F)(F)F)C)F (S)-4-(6-Amino-3-fluoropyridin-2-yl)-N-(5-chloro-3-methyl-1H-pyrazol-4-yl)-5-fluoro-2-((1,1,1-trifluoropropan-2-yl)oxy)benzamide